N-(5-(4-fluorophenyl)-1-methyl-4-(1-methylcyclobutyl)-1H-pyrazol-3-yl)-1-(trifluoromethyl)cyclopropane-1-carboxamide FC1=CC=C(C=C1)C1=C(C(=NN1C)NC(=O)C1(CC1)C(F)(F)F)C1(CCC1)C